4-[2-(5-fluoro-2-pyridyl)-2-oxo-ethoxy]-6-[5-methyl-1-[1-(oxetan-3-yl)-4-piperidyl]triazol-4-yl]pyrazolo[1,5-a]pyridine-3-carbonitrile FC=1C=CC(=NC1)C(COC=1C=2N(C=C(C1)C=1N=NN(C1C)C1CCN(CC1)C1COC1)N=CC2C#N)=O